dodecyl (S)-2-amino-3-t-butoxypropionate N[C@H](C(=O)OCCCCCCCCCCCC)COC(C)(C)C